C(#N)C=1C=CC2=C(CN(CC(O2)(C)C)C(=O)OC(C)(C)C)C1 tert-Butyl 7-cyano-2,2-dimethyl-2,3-dihydrobenzo[f][1,4]oxazepine-4(5H)-carboxylate